COC(C1=C(C(=CC(=C1)[N+](=O)[O-])F)N)=O methyl-2-amino-3-fluoro-5-nitrobenzoate